5-(((tert-butyldimethylsilyloxy)methyl)pyridin-3-yl)-5-chloro-2-fluoroaniline [Si](C)(C)(C(C)(C)C)OCC1=NC=CC=C1C1(CC=C(C(N)=C1)F)Cl